COC[C@@H]1COCCN1C1=CC=C(C=C1)C(C)NC1=NC(=NC=C1)N1CCOCC1 N-(1-(4-((R)-3-(methoxymethyl)morpholino)phenyl)ethyl)-2-morpholinopyrimidin-4-amine